N,N-bis-(2-methyl-cyclohexyl)-2-(2-methyl-cyclohexylcarbamoyl)-malonamide CC1C(CCCC1)N(C(C(C(=O)N)C(NC1C(CCCC1)C)=O)=O)C1C(CCCC1)C